6'-bromo-1-methylspiro[azetidine-3,1'-[2]benzofuran]-3'-one BrC=1C=CC2=C(C3(OC2=O)CN(C3)C)C1